C1(=CCCC1)C1=CC=C(C=C1)C(NC(=O)C=1C(NC(=CC1)C(F)(F)F)=O)C1=CC=CC=C1 N-((4-(cyclopent-1-en-1-yl)phenyl)(phenyl)methyl)-2-oxo-6-(trifluoromethyl)-1,2-dihydropyridine-3-carboxamide